[Cl-].C(C1=CC=CC=C1)[N+]12[C@@H](C[C@@H]([C@H](C1)C=C)CC2)[C@@H](C2=CC=NC1=CC=CC=C21)O (2S,4S,5R)-1-benzyl-2-((R)-hydroxy(quinolin-4-yl)methyl)-5-vinylquinuclidin-1-ium chloride